C12(CC(C1)C2)C(=O)N2[C@H]([C@H](C(C2)(F)F)NS(=O)(=O)C)CC2=C(C(=CC=C2)C2=NC=CC(=C2)C)F N-[(2S,3R)-1-(bicyclo[1.1.1]pentane-1-carbonyl)-4,4-difluoro-2-{[2-fluoro-3-(4-methylpyridin-2-yl)phenyl]methyl}pyrrolidin-3-yl]methanesulfonamide